N-(2-benzylthioethyl)ethanesulfonamide C(C1=CC=CC=C1)SCCNS(=O)(=O)CC